FC1(CC=C(CC1)C1=NN(C(=C1)C1[C@H]2CC(C[C@@H]12)N1CC2(CS(C2)(=O)=O)CC1)C(C)C)F 6-((1R,3s,5S,6r)-6-(3-(4,4-Difluorocyclohex-1-en-1-yl)-1-isopropyl-1H-pyrazol-5-yl)bicyclo[3.1.0]hexan-3-yl)-2-thia-6-azaspiro[3.4]octane 2,2-dioxide